(nitromethoxy)phenol [N+](=O)([O-])COC1=C(C=CC=C1)O